N-[1,1'-biphenyl]-4-yl-[1,1':2',1'':4'',1'''-quaterphenyl]-5'-amine C1(=CC=C(C=C1)NC1=CC=C(C(=C1)C1=CC=CC=C1)C1=CC=C(C=C1)C1=CC=CC=C1)C1=CC=CC=C1